((S)-6-(4-(trifluoromethyl)phenyl)-2-azaspiro[3.4]octan-2-yl)methanon FC(C1=CC=C(C=C1)[C@@H]1CC2(CN(C2)C=O)CC1)(F)F